3-({3-fluoro-2-[(methylsulfamoyl)amino]pyridin-4-yl}methyl)-7-(3-fluoropyridin-2-yl)-4-methylchromen-2-one FC=1C(=NC=CC1CC=1C(OC2=CC(=CC=C2C1C)C1=NC=CC=C1F)=O)NS(NC)(=O)=O